N-(4-fluoro-3-methylphenyl)-5-(2-(((1s,4s)-4-hydroxycyclohexyl)amino)-2-oxoacetyl)-1,4-dimethyl-2-(pyridin-2-yl)-1H-pyrrole-3-carboxamide FC1=C(C=C(C=C1)NC(=O)C1=C(N(C(=C1C)C(C(=O)NC1CCC(CC1)O)=O)C)C1=NC=CC=C1)C